4-(2-hydroxytetradecoxyphenyl)phenyl-iodonium hexafluoroantimonate F[Sb-](F)(F)(F)(F)F.OC(COC1=C(C=CC=C1)C1=CC=C(C=C1)[IH+])CCCCCCCCCCCC